Cl.N[C@@H]([C@@H](C)CC)CC(=O)O L-β-Homoisoleucine hydrochloride